C(C1=CC=CC=C1)OC=1C=C2CCNC(C2=CC1OC)\C=C\C1=C(C=C(C=C1)C1=NC=CC=N1)C 6-(benzyloxy)-7-methoxy-1-{(E)-2-[2-methyl-4-(pyrimidin-2-yl)phenyl]ethenyl}-1,2,3,4-tetrahydroisoquinoline